N1=CC=CC2=CC=CC(=C12)NC(C1=CC=C(C=C1)C)=O N-(quinolin-8-yl)-4-methylbenzamide